O=C1N(CCCN1)C1=CC=C(CC(C(=O)OCC)(C(=O)OCC)OC[C@H]2OC([C@@H]([C@]2(C#C)OC(C)=O)OC(C)=O)OC(C)=O)C=C1 diethyl 2-(4-(2-oxotetrahydropyrimidin-1(2H)-yl)benzyl)-2-(((2R,3R,4R)-3,4,5-triacetoxy-3-ethynyltetrahydrofuran-2-yl)methoxy)malonate